lysyl-lysyl-lysyl-lysyl-lysyl-Dimethylamide N[C@@H](CCCCN)C(=O)N[C@@H](CCCCN)C(=O)N[C@@H](CCCCN)C(=O)N[C@@H](CCCCN)C(=O)N[C@@H](CCCCN)C(=O)C[N-]C